3-(CYCLOPROPYLSULFONYL)PHENYLBORONIC ACID C1(CC1)S(=O)(=O)C=1C=C(C=CC1)B(O)O